[Br-].C1(CCCC1)[C@@](C(=O)OC1C[N+](CC1)(C)CC(=O)OCC)(O)C1=CC=CC=C1 (2R,1'R,3'R)-3-(2-Cyclopentyl-2-phenyl-2-hydroxyacetoxy)-1-(ethoxycarbonylmethyl)-1-methylpyrrolidinium bromid